(2-oxo-1,2,3,4-tetrahydroquinolin-7-yl)-5-(trifluoromethyl)tetrahydrofuran-2-carboxamide O=C1NC2=CC(=CC=C2CC1)C1(OC(CC1)C(F)(F)F)C(=O)N